5-amino-2-(3-aminopropyl)phenol NC=1C=CC(=C(C1)O)CCCN